3-Methyl-cis-2-penten-1-yl-2-cyclopenten CC1=C(CCC1)\C=C/CCC